3-(5-(6,7-difluoro-1,2,3,4-tetrahydroisoquinoline-2-carbonyl)-4,6-difluoro-1-oxoisoindolin-2-yl)piperidine-2,6-dione FC=1C=C2CCN(CC2=CC1F)C(=O)C=1C(=C2CN(C(C2=CC1F)=O)C1C(NC(CC1)=O)=O)F